(1R,2S,5S)-3-(4,4-Dimethylpentanoyl)-6,6-dimethyl-N-((S)-1-oxo-3-((S)-2-oxopyrrolidin-3-yl)propan-2-yl)-3-azabicyclo[3.1.0]hexane-2-carboxamide CC(CCC(=O)N1[C@@H]([C@H]2C([C@H]2C1)(C)C)C(=O)N[C@H](C=O)C[C@H]1C(NCC1)=O)(C)C